N[C@@]1([C@H](CC2=C(C=CC=C12)CN)CCCB(O)O)C(=O)O |r| rac-(1R,2S)-1-Amino-4-(aminomethyl)-2-[3-(dihydroxyboranyl)propyl]-2,3-dihydro-1H-indene-1-carboxylic acid